N(=[N+]=[N-])[C@H]1C2CC[C@@]([C@H]3[C@@H]1OC(O3)(C)C)(O2)CN=[N+]=[N-] (3aR,4R,8S,8aR)-8-Azido-4-(azidomethyl)-2,2-dimethylhexahydro-4H-4,7-epoxycyclohepta[d][1,3]dioxole